(2-((2-(2,6-dioxopiperidin-3-yl)-1,3-dioxoisoindolin-4-yl)oxy)acetyl)glycine O=C1NC(CCC1N1C(C2=CC=CC(=C2C1=O)OCC(=O)NCC(=O)O)=O)=O